3-cyclopentyl-2-oxo-1,2,3,5-tetrahydro-4H-benzo[1,4]diazepine-4-carboxamide C1(CCCC1)C1C(NC2=C(CN1C(=O)N)C=CC=C2)=O